triethyl(2-fluoro-3-methoxyphenyl)silane C(C)[Si](C1=C(C(=CC=C1)OC)F)(CC)CC